FC1([C@H](C1)C1=NN2C(N(C([C@@H](CC2)NC(=O)C2=CC3=C(C=N2)CO[C@]3(C)CC)=O)C)=C1)F (R)-N-((R)-2-((R)-2,2-difluorocyclopropyl)-4-methyl-5-oxo-5,6,7,8-tetrahydro-4H-pyrazolo[1,5-a][1,3]diazepin-6-yl)-1-ethyl-1-methyl-1,3-dihydrofuro[3,4-c]pyridine-6-carboxamide